2-(4-methylcyclohexyl)-2-(3,3-dichloro-5-methylhexyl)-1,3-dipropoxypropane CC1CCC(CC1)C(COCCC)(COCCC)CCC(CC(C)C)(Cl)Cl